C(C)(C)(C)P(=O)(C1=NC2=CC=CC=C2N=C1P(=O)(C)C(C)(C)C)C (+)-2,3-bis(t-butylmethylphosphinyl)quinoxaline